N-[1-chloro-6-(2-chloro-5-fluorophenyl)-8-oxo-3-(2,2,2-trifluoroethyl)-7,8-dihydro-6H-pyrrolo[3,4-e]indazol-5-yl]-5-fluoro-3-(trifluoromethyl)benzamide ClC1=NN(C=2C=C(C3=C(C12)C(NC3C3=C(C=CC(=C3)F)Cl)=O)NC(C3=CC(=CC(=C3)F)C(F)(F)F)=O)CC(F)(F)F